S-(4-tert-butylphenyl)dibenzothiophenium C(C)(C)(C)C1=CC=C(C=C1)[S+]1C2=C(C3=C1C=CC=C3)C=CC=C2